C(N)(OC1CC2=CC=C(C=C2C1)C=1N(N=C2C1N=CN(C2=O)CC2(CCN(CC2)C(C[C@@H](C)C2=CC=CC=C2)=O)O)C)=O (5-(6-((4-hydroxy-1-((R)-3-phenylbutyryl) piperidin-4-yl) methyl)-2-methyl-7-oxo-6,7-dihydro-2H-pyrazolo[4,3-d]pyrimidin-3-yl)-2,3-dihydro-1H-inden-2-yl) carbamate